(2S)-hydroxybutanedioic acid O[C@H](C(=O)O)CC(=O)O